sodium naphthylamine C1(=CC=CC2=CC=CC=C12)N.[Na]